CN1N=C(C=2C1=NC(=C(C2)C2=NOC=CC(=N2)C2=CC=C(N)C=C2)OCC2=CC(=CC=C2)C)C 4-[3-(1,3-Dimethyl-6-{[(3-methylphenyl)methyl]oxy}pyrazolo[3,4-b]pyridin-5-yl)-1,2,4-oxadiazepin-5-yl]aniline